(2-(2,2-dimethylpyrrolidin-1-yl)ethyl)carbamic acid phenyl ester C1(=CC=CC=C1)OC(NCCN1C(CCC1)(C)C)=O